C=CC=C butanediene